C(C)(C)(C)OC(=O)N1CC2=CC(=CC=C2CC1)C=1N=NN(C1)CC1=NC=C(C=C1)C(=O)OC 7-(1-((5-(methoxycarbonyl)pyridin-2-yl)methyl)-1H-1,2,3-triazol-4-yl)-3,4-dihydroisoquinoline-2(1H)-carboxylic acid tert-butyl ester